CC1=C(C=C(C(=O)OCC)C=C1)C#CCN1N=CC(=C1)C1=NC=2N3C(N(C(C2N1)=O)CCC)=NC=C3 Ethyl 4-methyl-3-[3-[4-(4-oxo-5-propyl-3H-imidazo[2,1-b]purin-2-yl)pyrazol-1-yl]prop-1-ynyl]benzoate